1-methyl-N-((6-((2-methyloxazol-4-yl)methoxy)-1H-indol-2-yl)methyl)cyclopropane-1-carboxamide CC1(CC1)C(=O)NCC=1NC2=CC(=CC=C2C1)OCC=1N=C(OC1)C